1-((2R,3S,4R,5R)-3,4-dihydroxy-5-(hydroxymethyl)-tetrahydrothiophen-2-yl)-4-(hydroxyamino)pyrimidin-2(1H)-one O[C@@H]1[C@@H](S[C@@H]([C@@H]1O)CO)N1C(N=C(C=C1)NO)=O